N-(1-((3-chlorophenyl)amino)-6-methoxyisoquinolin-7-yl)-4-(piperidin-1-yl)butanamide ClC=1C=C(C=CC1)NC1=NC=CC2=CC(=C(C=C12)NC(CCCN1CCCCC1)=O)OC